ClC1=C(C(=CC=C1)Cl)N1CC(C1)C=1C(=C(C(=NC1)CN1CCC(CC1)C(=O)OC)C)C methyl 1-((5-(1-(2,6-dichlorophenyl)azetidin-3-yl)-3,4-dimethylpyridin-2-yl)methyl)piperidine-4-carboxylate